COC=1C=C2C(=C(N(C2=CC1)C=1C=NN(C1)CCC)C1CC1)C(=O)NC=1C=C(C(=O)O)C=CC1 3-(5-methoxy-2-cyclopropyl-1-(1-propyl-1H-pyrazol-4-yl)-1H-indole-3-carboxamido)benzoic acid